N1C=C(C2=CC=CC=C12)CCNC1=C2C(N(C(C2=CC=C1)=O)C1C(NC(CC1)=O)=O)=O 4-((2-(1H-indol-3-yl)ethyl)amino)-2-(2,6-dioxopiperidin-3-yl)isoindoline-1,3-dione